3-(3,4-dimethyl-1-phenyl-1H-pyrazol-5-yl)urea CC1=NN(C(=C1C)NC(N)=O)C1=CC=CC=C1